C(C)N1C=[N+](C2=C1C=C(C=C2)C(NC2CCC(CC2)N(C[C@@H]([C@H]([C@@H]([C@@H](CO)O)O)O)O)C[C@@H]([C@H]([C@@H]([C@@H](CO)O)O)O)O)=O)CC 1,3-diethyl-6-{[(1S,4S)-4-{bis[(2S,3R,4R,5R)-2,3,4,5,6-pentahydroxyhexyl]amino}cyclohexyl]carbamoyl}-1H-1,3-benzodiazol-3-ium